3-cyclopentyl-3-[4-(7H-pyrrolo[2,3-d]pyrimidin-4-yl)-1H-pyrazol-1-yl]-propanenitrile C1(CCCC1)C(CC#N)N1N=CC(=C1)C=1C2=C(N=CN1)NC=C2